methyl 5-(5,6-dimethoxy-1-methylindol-2-yl)-5-oxo-pentanoate COC=1C=C2C=C(N(C2=CC1OC)C)C(CCCC(=O)OC)=O